tert-butyl (1S,2R,3R,5R)-3-((6-((5-(difluoromethoxy)-1H-pyrazol-3-yl)amino)pyrazin-2-yl)oxy)-2-methyl-8-azabicyclo[3.2.1]octane-8-carboxylate FC(OC1=CC(=NN1)NC1=CN=CC(=N1)O[C@H]1[C@@H]([C@@H]2CC[C@H](C1)N2C(=O)OC(C)(C)C)C)F